CC/1(N(CC\C1=C/C#CC1=NC(=CC=C1)C)C(=O)OCC(C)C)C 2-methylpropyl (3E)-2,2-dimethyl-3-[3-(6-methylpyridin-2-yl)prop-2-yn-1-ylidene]pyrrolidine-1-carboxylate